C(CCCCCCC\C=C/C\C=C/CCCCC)(=O)NCC(=O)OCC(COC(CNC(C1=CC=CC=C1)(C1=CC=CC=C1)C1=CC=CC=C1)=O)OC(CNC(CCCCCCC\C=C/C\C=C/CCCCC)=O)=O 3-(2-(tritylamino)acetoxy)propane-1,2-diyl bis(2-((9Z,12Z)-octadeca-9,12-dienamido)acetate)